4-(benzyloxy)-2,3',5',6-tetrafluoro-4'-(trifluoromethyl)-1,1'-biphenyl C(C1=CC=CC=C1)OC1=CC(=C(C(=C1)F)C1=CC(=C(C(=C1)F)C(F)(F)F)F)F